ClC=1C(=NC=CC1C1=NC(=C(C=C1)CNCC1NC(CC1)=O)OC)C=1C(=C(C=CC1)NC(=O)C=1N(C=C(N1)CNCCO)C)C N-(3-(3'-chloro-6-methoxy-5-((((5-oxopyrrolidin-2-yl)methyl)amino)methyl)-[2,4'-bipyridin]-2'-yl)-2-methylphenyl)-4-(((2-hydroxyethyl)amino)methyl)-1-methyl-1H-imidazole-2-carboxamide